ClC=1C=C(C=CC1OCC1=NC=CC=C1)N1N=C(C=2N=CN=C(C21)N)C2CNCCC2 1-(3-chloro-4-(pyridin-2-ylmethoxy)phenyl)-3-(piperidin-3-yl)-1H-pyrazolo[4,3-d]pyrimidin-7-amine